1-(tert-butyl)-3-(3,5-diisopropylphenyl)-5-methyl-pyrazole-4-ol C(C)(C)(C)N1N=C(C(=C1C)O)C1=CC(=CC(=C1)C(C)C)C(C)C